[Re+4].[S-2].[S-2].[Ta+5] tantalum disulphide Rhenium